IC1=CC=C(C=C1)/C(=C/C(=O)OC)/C (E)-methyl 3-(4-iodophenyl)but-2-enoate